N1(CCC1)C=1SC2=C(N=C(N=C2C2=C(C=C(C=C2)C(F)(F)F)F)C2C[C@@H](OCC2)C=2C=NN(C2)C2CC2)N1 2-(azetidin-1-yl)-5-[(2R)-2-(1-cyclopropylpyrazol-4-yl)tetrahydropyran-4-yl]-7-[2-fluoro-4-(trifluoromethyl)phenyl]thiazolo[4,5-d]pyrimidine